7-chloro-2-(chloromethyl)-1-(methyl-d3)-5-phenyl-1,5-dihydro-4H-imidazo[4,5-c]quinolin-4-one ClC=1C=CC=2C3=C(C(N(C2C1)C1=CC=CC=C1)=O)N=C(N3C([2H])([2H])[2H])CCl